6-fluoro-3-iodo-4-methyl-1-{[2-(trimethylsilyl)ethoxy]methyl}-1H-pyrrolo[3,2-b]pyridin-4-ium iodide [I-].FC=1C=C2C(=[N+](C1)C)C(=CN2COCC[Si](C)(C)C)I